(3S,4R)-N-(2-fluorophenyl)-1-methyl-4-[1-methyl-5-(trifluoromethyl)pyrazol-3-yl]-2-oxo-pyrrolidine-3-carboxamide FC1=C(C=CC=C1)NC(=O)[C@H]1C(N(C[C@@H]1C1=NN(C(=C1)C(F)(F)F)C)C)=O